4-(piperazin-1-yl)cyclohexanol N1(CCNCC1)C1CCC(CC1)O